CC=1C=C(C=CC1C)C(CC(=O)O)C1=CC=CC=C1 3-(3,4-dimethylphenyl)-3-phenylpropionic acid